N[C@H](CO)CC (2S)-2-amino-1-butanol